NC=1NC(C=2N=CN(C2N1)C1OC(C(C1)O)CO)=O 2-amino-9-(4-hydroxy-5-(hydroxymethyl)tetrahydrofuran-2-yl)-1H-purin-6(9H)-one